O=C(C(=O)OC(C)C)CC(C(=O)OC(C)C)=O diisopropyl 2,4-dioxoglutarate